CS(=O)(=O)C1=CC=C(O1)C(=O)NC1CC2(CN(C2)C(=O)OC(C)(C)C)C1 tert-butyl 6-[(5-methylsulfonylfuran-2-carbonyl) amino]-2-azaspiro[3.3]heptane-2-carboxylate